benzyl (3S,5S)-3,5-dimethyl-4-(2-((tetrahydro-2H-pyran-2-yl)oxy)ethyl)piperazine-1-carboxylate C[C@H]1CN(C[C@@H](N1CCOC1OCCCC1)C)C(=O)OCC1=CC=CC=C1